4-[3-(4-fluorophenyl)-1H-pyrazol-4-yl]-7-methoxypyrido[3,2-d]pyrimidin-6-amine FC1=CC=C(C=C1)C1=NNC=C1C=1C2=C(N=CN1)C=C(C(=N2)N)OC